methyl 4-(3-(ethoxydimethylsilyl)propylimino)benzoate C(C)O[Si](CCCN=C1CC=C(C(=O)OC)C=C1)(C)C